NC1=C(C=C(C(=C1)OC)Br)C(C)=O (2-amino-5-bromo-4-methoxyphenyl)ethan-1-one